6-(2,5-dioxo-2,5-dihydro-1H-pyrrol-1-yl)-L-norleucine tert-butyl ester C(C)(C)(C)OC([C@@H](N)CCCCN1C(C=CC1=O)=O)=O